FC1=CC=C(CC2C[C@H](NC2)C(=O)O)C=C1 γ-(4-fluoro-benzyl)-proline